C(#N)C1=C(C=C(C=C1)N1C(N(C(C1=O)(C)C)C1=CC(=C(OCCN2C[C@H](N(CC2)C(=O)OC(C)(C)C)C)C=C1)CC(F)F)=S)C(F)(F)F (R)-tert-Butyl 4-(2-(4-(3-(4-cyano-3-(trifluoromethyl)phenyl)-5,5-dimethyl-4-oxo-2-thioxoimidazolidin-1-yl)-2-(2,2-difluoroethyl)phenoxy)ethyl)-2-methylpiperazine-1-carboxylate